1-di(isopropyl)phosphinoyl-nonane C(C)(C)P(=O)(CCCCCCCCC)C(C)C